6-(2-aminopyrimidin-5-yl)-2-butylsulfinyl-4-(2,3-dimethylimidazol-4-yl)thieno[2,3-b]pyridin-3-amine NC1=NC=C(C=N1)C1=CC(=C2C(=N1)SC(=C2N)S(=O)CCCC)C=2N(C(=NC2)C)C